BrC1=CC(=NC(=C1)C1=C(C=CC(=C1)Cl)F)[N+](=O)[O-] 4-bromo-6-(5-chloro-2-fluorophenyl)-2-nitropyridine